tert-butyl (R)-6-allyl-6-benzyl-1,4-diazepane-1-carboxylate C(C=C)[C@]1(CNCCN(C1)C(=O)OC(C)(C)C)CC1=CC=CC=C1